(1s,4s)-4-((5-(1-(2,2-difluoroethyl)-4-fluoro-1H-benzo[d]imidazol-6-yl)-6-fluoro-4-(methoxy-d3)pyrrolo[2,1-f][1,2,4]triazin-2-yl)amino)-1-methylcyclohexan-1-ol FC(CN1C=NC2=C1C=C(C=C2F)C=2C(=CN1N=C(N=C(C12)OC([2H])([2H])[2H])NC1CCC(CC1)(O)C)F)F